N,N-bis(4-benzoxazol-2-yl-phenyl)-N-{4-(2-phenyl-benzoxazol-6-yl)-phenyl}-amine O1C(=NC2=C1C=CC=C2)C2=CC=C(C=C2)N(C2=CC=C(C=C2)C2=CC1=C(N=C(O1)C1=CC=CC=C1)C=C2)C2=CC=C(C=C2)C=2OC1=C(N2)C=CC=C1